C(C(=C)C)(=O)OCCNC(C)(C)C (dimethylethylamino)ethyl methacrylate